CC1(CN(C=2C1=NC(=CC2)C(F)(F)F)C=O)C (3,3-dimethyl-5-(trifluoromethyl)-2,3-dihydro-1H-pyrrolo[3,2-b]pyridin-1-yl)methanone